C1(CC1)C1=C(C=C(C=C1)[C@@H](NC(=O)[C@H]1N(C[C@@H](C1)F)C(CC1=NN=NN1)=O)C1=CC=CC=C1)F (2S,4R)-N-[(S)-(4-cyclopropyl-3-fluorophenyl)(phenyl)methyl]-4-fluoro-1-[2-(1H-1,2,3,4-tetrazol-5-yl)acetyl]pyrrolidine-2-carboxamide